spirobi[fluorene]diamine C12(C(=C(C=C3C4=CC=CC=C4C=C13)N)N)C=CC=C1C3=CC=CC=C3C=C12